2-(5-((4-(2-Hydroxyethyl)piperidin-1-yl)sulfonyl)-2-propoxyphenyl)-5-methyl-4-oxo-7-propyl-4,5-dihydro-3H-pyrrolo[3,2-d]pyrimidine-6-carbaldehyde OCCC1CCN(CC1)S(=O)(=O)C=1C=CC(=C(C1)C=1NC(C2=C(N1)C(=C(N2C)C=O)CCC)=O)OCCC